germanium-zinc-barium [Ba].[Zn].[Ge]